C(CCCCCCC\C=C/CCCCCCCC)OC(CNC)C(CNC)OCCCCCCCC\C=C/CCCCCCCC 2,3-dioleyloxy-N,N'-dimethyl-1,4-diaminobutane